[C@H]1([C@H](O)[C@@H](O)[C@@H](O)[C@H](O1)CO)OC[C@@H]([C@@H]([C@@H](CCC)O)O)NC(CCCCCCCCCCCCCCCCCCCCCCC)=O (2S,3S,4R)-1-O-(α-D-galactosyl)-2-(N-Tetracosanoylamino)-1,3,4-heptantriol